ClC=1C(=NC=CC1C=1OC2=C(N1)C=C(C=C2C#N)CN2CC(CCC2)C(=O)O)C2=C(C(=CC=C2)NC=2N=CC=C1C=C(C=NC21)CN2CCC(CC2)O)C (2-(3-chloro-2-(3-((3-((4-hydroxypiperidin-1-yl)methyl)-1,7-naphthyridin-8-yl)amino)-2-methylphenyl)pyridin-4-yl)-7-cyanobenzo[d]oxazol-5-yl)methylpiperidine-3-carboxylic acid